COC1=CC(=C(C#N)C=C1)NC1=NC=CC=C1[N+](=O)[O-] 4-methoxy-2-((3-nitropyridin-2-yl)amino)benzonitrile